phenyl-2-(4-(methylsulfonyl)phenyl)propanamide C1(=CC=CC=C1)C(C(=O)N)(C)C1=CC=C(C=C1)S(=O)(=O)C